6-(4-amino-2-pyridyl)-N-(1-methyl-4-piperidyl)pyridine-2-carboxamide NC1=CC(=NC=C1)C1=CC=CC(=N1)C(=O)NC1CCN(CC1)C